2-(2,6-dioxopiperidin-3-yl)-5-((3-(cis-3-(3-methyl-4-(6-morpholinoquinoxalin-2-yl)-1H-pyrazol-1-yl)cyclobutyl)propyl)amino)isoindoline-1,3-dione O=C1NC(CCC1N1C(C2=CC=C(C=C2C1=O)NCCC[C@@H]1C[C@@H](C1)N1N=C(C(=C1)C1=NC2=CC=C(C=C2N=C1)N1CCOCC1)C)=O)=O